3-(2-chlorophenoxy)benzaldehyde ClC1=C(OC=2C=C(C=O)C=CC2)C=CC=C1